NCCNCCNCCNCCNCCNCC 1,4,7,10,13,16-hexaazaoctadecane